acetic acid-(1R,3aS,3bS,7S,9aR,9bS,11aR)-5a,6-dihydroxy-1-[(2R)-6-hydroxy-6-methylheptane-2-yl]-9a,11a-dimethylhexadecahydro-1H-cyclopenta[1,2-i]phenanthrene-7-yl ester OC12CC[C@H]3[C@H]4[C@](CC[C@@H]3[C@]2(CC[C@@H](C1O)OC(C)=O)C)([C@H](CC4)[C@H](C)CCCC(C)(C)O)C